C1(=CC(=CC=C1)C[C@@H]1N(CC([C@@H]1NS(=O)(=O)C1CC1)(F)F)C(=O)C1OCC1)C1=CC=CC=C1 N-[(2S,3R)-2-[([1,1'-biphenyl]-3-yl)methyl]-4,4-difluoro-1-(oxetane-2-carbonyl)pyrrolidin-3-yl]cyclopropanesulfonamide